3-cyano-7-(3-methylphenyl)-pyrazolo[1,5-a]pyrimidine C(#N)C=1C=NN2C1N=CC=C2C2=CC(=CC=C2)C